N1(CCCCC1)CC1=CC=C2C=CC(=NC2=C1O)N\N=C(\C)/C1=NC=CC=C1 (Z)-7-(Piperidin-1-ylmethyl)-2-(2-(1-(Pyridin-2-yl)ethyliden)hydrazinyl)chinolin-8-ol